NC1=NC2=C(N=C1)NN=N2 AMINO-TRIAZOLOPYRAZINE